C(C)(C)(C)OC(N(C1CCN(CC1)C=1C2=C(N=C(N1)OC[C@H]1N(CCC1)C)CN(CC2)C2=CC=CC1=CC=CC(=C21)C)C)=O (S)-methyl-(1-(7-(8-methylnaphthalen-1-yl)-2-((1-methylpyrrolidin-2-yl)methoxy)-5,6,7,8-tetrahydropyrido[3,4-d]Pyrimidin-4-yl)piperidin-4-yl)carbamic acid tert-butyl ester